magnesium-silicon-germanium oxide [Ge]=O.[Si].[Mg]